ClC=1C=C(C(=O)NC=2SC3=C(N2)C=CC(=C3)C(=O)O)C=C(C1)C(F)(F)F 2-(3-chloro-5-(trifluoromethyl)benzamido)benzo[d]thiazole-6-carboxylic acid